C(=C)C=1C=C(C(=CC1)OC)O p-vinyl-guaiacol